benzyl-5-methyl-1-tetrahydropyran-2-yl-indazol-4-amine C(C1=CC=CC=C1)C1=NN(C=2C=CC(=C(C12)N)C)C1OCCCC1